C(C)(C)(C)C1N(CC1OC1=NC=C(C2=CC(=NC=C12)Cl)C(C)(C)O)C(=O)OC(C)(C)C1=CN=C(C2=CN=C(C=C12)Cl)OC1CNC1 2-(1-(Azetidin-3-yloxy)-6-chloro-2,7-naphthyridin-4-yl)propan-2-ol tert-Butyl-3-((6-chloro-4-(2-hydroxypropan-2-yl)-2,7-naphthyridin-1-yl)oxy)azetidine-1-carboxylate